tert-butyl 3-(((1-(4-(2,6-dioxopiperidin-3-yl)-3,5-difluorophenyl)azetidin-3-yl)carbamoyl)oxy)azetidine-1-carboxylate O=C1NC(CCC1C1=C(C=C(C=C1F)N1CC(C1)NC(=O)OC1CN(C1)C(=O)OC(C)(C)C)F)=O